OC1CN(C1)C=1C=C(C=CC1)S(=O)(=O)N1CCC(CC1)NC(OC(C)(C)C)=O tert-butyl (1-((3-(3-hydroxyazetidin-1-yl)phenyl)sulfonyl)piperidin-4-yl)carbamate